2-[2-(3,4,5-trimethoxyphenyl)vinyl]-4,6-bis(trichloromethyl)s-triazine tert-butyl-N-[[6,7-dichloro-3-(2-tetrahydropyran-2-yl-2H-imidazol-4-yl)-1H-indol-2-yl]methyl]carbamate C(C)(C)(C)OC(NCC=1NC2=C(C(=CC=C2C1C1=NC(N=C1)C1OCCCC1)Cl)Cl)=O.COC=1C=C(C=C(C1OC)OC)C=CC1=NC(=NC(=N1)C(Cl)(Cl)Cl)C(Cl)(Cl)Cl